(5R)-5-(1-methylethyl)-3-(4-{[4-methyl-3-(methyloxy)phenyl]oxy}phenyl)-2,4-imidazolidinedione CC(C)[C@@H]1C(N(C(N1)=O)C1=CC=C(C=C1)OC1=CC(=C(C=C1)C)OC)=O